C(C=C)(=O)OCCCCCCOC1=CC=C(C(=O)O)C=C1 4-(acryloyloxyhexyloxy)benzoic acid